BrC1=C(C=CC(=C1)C(F)(F)F)C=1C(=C2CCN(C(C2=CC1)=O)C=1C=CC(=C(C1)NS(=O)(=O)C)O)C N-(5-(6-(2-bromo-4-(trifluoromethyl)phenyl)-5-methyl-1-oxo-3,4-dihydroisoquinolin-2(1H)-yl)-2-hydroxyphenyl)methanesulfonamide